C=C1C2C3C4C=CC(C3C(C1)C2)C4 8-methylene-tetracyclo[4.4.0.12,5.17,10]dodeca-3-ene